1-chloro-2-(2-chloroethoxy)ethane (7-(2-(4-(6-fluorobenzo[b]thiophen-4-yl)piperazin-1-yl)ethyl)-2-oxo-3,4-dihydroquinolin-1(2H)-yl)methyl-(3,3,3-trifluoropropyl)carbamate FC=1C=C(C2=C(SC=C2)C1)N1CCN(CC1)CCC1=CC=C2CCC(N(C2=C1)CN(C(O)=O)CCC(F)(F)F)=O.ClCCOCCCl